3-((4-ethylphenyl)sulfonyl)-6-methoxy-4-(4-methylpiperazin-1-yl)quinoline C(C)C1=CC=C(C=C1)S(=O)(=O)C=1C=NC2=CC=C(C=C2C1N1CCN(CC1)C)OC